dioxaethyl 5-cyano-2-iodophenyl phosphite P(OOO)(OC1=C(C=CC(=C1)C#N)I)[O-]